C1(CC1)NC1=NC=2N(C(C(=NC2C=N1)C=1C=C2C=NN(C2=CC1)CC(C)(C)O)=O)C1=CC=C(C=C1)OC(F)F 2-(cyclopropylamino)-8-(4-(difluoromethoxy)phenyl)-6-(1-(2-hydroxy-2-methylpropyl)-1H-indazol-5-yl)pteridin-7(8H)-one